2-(([1,1'-biphenyl]-4-yloxy)methoxy)ethylacrylic acid C1(=CC=C(C=C1)OCOCCC(C(=O)O)=C)C1=CC=CC=C1